[Cl-].C(CCCCCCCC)[NH+]1C(CCC1)CCC 1-Nonyl-2-propylpyrrolidinium chlorid